ClC1=C(C(=O)NC2=C3C=NN(C3=CC=C2)C2=CC(=NC(=C2)C)C)C=C(C=C1)CNC(CC(C)(C)C)=O 2-Chloro-5-{[(3,3-dimethylbutanoyl)amino]methyl}-N-[1-(2,6-dimethylpyridin-4-yl)-1H-indazol-4-yl]benzamide